[NH4+].O=C1N(CCN1)CCNC(=O)C1=CC=C(C=C1)C1=C(N(C=C1)S(N)(=O)=O)C(=O)[O-] 3-[4-[2-(2-Oxoimidazolidin-1-yl)ethylcarbamoyl]phenyl]-1-sulfamoyl-pyrrole-2-carboxylic acid, ammonium salt